[Ge].[Au].O[C@H]1[C@@H]([C@H]2[C@H]([C@H]([C@H]3[C@@H]4CC[C@H]([C@@H](CCCNS(=O)(=O)C)C)[C@]4(CC[C@@H]3[C@]2(CC1)C)C)O[Si](C)(C)C)CC)F N-(3α-hydroxyl-4β-fluoro-6α-ethyl-7α-trimethylsiloxy-5β-cholan-24-yl)-methyl-sulfonamide gold-germanium